C1(=CC=CC=C1)P(C1=C2OC=3C(=CC=CC3C(C2=CC=C1)(C)C)P(C1=CC=CC=C1)C1=CC=CC=C1)C1=CC=CC=C1 [5-(diphenylphosphino)-9,9-dimethyl-9H-xanthen-4-yl]Diphenylphosphine